FC1=CC=C(C=C1)C1=NN=C(S1)CNC 1-(5-(4-fluorophenyl)-1,3,4-thiadiazol-2-yl)-N-methylmethanamine